COC=1C=C(C=CC1)C1=NN2C(=NC=3C=CC=CC3C2=N1)NC1(CCCCC1)C(=O)N 1-{[2-(3-methoxyphenyl)[1,2,4]triazolo[1,5-c]quinazolin-5-yl]amino}cyclohexane-1-carboxamide